2,4,5-trimethyl-2,3-dihydro-1H-inden CC1CC2=CC=C(C(=C2C1)C)C